(S)-1-(o-tolyl)ethylamine C1(=C(C=CC=C1)[C@H](C)N)C